FC1=C(C(=O)O[C@H]2[C@@H](OC3=CC(=CC(=C3C2)O)O)C2=C(C(=C(C(=C2)O)O)O)F)C=C(C(=C1O)O)O (2S,3R)-2-(2-fluoro-3,4,5-trihydroxyphenyl)-5,7-dihydroxychroman-3-yl 2-fluoro-3,4,5-trihydroxybenzoate